C(C)(=O)N(C(=O)C1CCN(CC1)C(=O)OCC1=CC=CC=C1)CCOC benzyl 4-(acetyl(2-methoxyethyl)carbamoyl)piperidine-1-carboxylate